CN(C1CCN(CC1)C=1N=C2N(C(C1)=O)C=C(C=C2)C2=CC(=C(C=C2)OC)F)C 2-[4-(dimethylamino)piperidin-1-yl]-7-(3-fluoro-4-methoxyphenyl)-4H-pyrido[1,2-a]pyrimidin-4-one